(S,2S)-N'-((7-fluoro-5-(2-methoxypyridin-4-yl)-2,3-dihydro-1H-inden-4-yl)carbamoyl)-2-methyl-2,3-dihydropyrazolo[5,1-b]oxazole-7-sulfonimidamide FC=1C=C(C(=C2CCCC12)NC(=O)N=[S@@](=O)(N)C=1C=NN2C1O[C@H](C2)C)C2=CC(=NC=C2)OC